Tert-butyl (1-(6-(N-(1-(2-cyclohexyl-5-methylphenoxy)cyclopropanecarbonyl)sulfamoyl)pyridin-2-yl)-4-(fluoromethyl)piperidin-4-yl)carbamate C1(CCCCC1)C1=C(OC2(CC2)C(=O)NS(=O)(=O)C2=CC=CC(=N2)N2CCC(CC2)(CF)NC(OC(C)(C)C)=O)C=C(C=C1)C